N[C@H](C(=O)NC1=CC=C(C=N1)C1=C(C(=NC=C1)C)C)C1CCC(CC1)C (S)-2-amino-N-(2',3'-dimethyl-[3,4'-bipyridin]-6-yl)-2-((1r,4S)-4-methylcyclohexyl)acetamide